(5-(dimethylcarbamoyl)-1H-imidazol-2-yl)-2,4-dimethylbenzoic acid CN(C(=O)C1=CN=C(N1)C=1C(=C(C(=O)O)C=CC1C)C)C